NC1=NC=CC(=C1Cl)SC=1C=CC=2C(=NC=C(N2)N2CC3([C@H](C4=CC=CC=C4C3)N)C2)N1 (S)-1-(6-((2-amino-3-chloropyridin-4-yl)thio)pyrido[2,3-b]pyrazin-2-yl)-1',3'-dihydrospiro[azetidine-3,2'-indene]-1'-amine